3-(4-(Aminomethyl)-3-fluoropyridin-2-yl)piperidine-2,6-dione NCC1=C(C(=NC=C1)C1C(NC(CC1)=O)=O)F